5-(7-((tert-Butoxycarbonyl)(4-(pyridin-2-yl)benzyl)amino)-3-cyclopropylpyrazolo[1,5-a]pyrimidin-5-yl)-3,6-dihydropyridine-1(2H)-carboxylic acid tert-butyl ester C(C)(C)(C)OC(=O)N1CCC=C(C1)C1=NC=2N(C(=C1)N(CC1=CC=C(C=C1)C1=NC=CC=C1)C(=O)OC(C)(C)C)N=CC2C2CC2